C(C1=C(C(=C(C(=C1)CC1=C(C=CC(=C1)C)O)O)C)C)C1=C(C(=C(C(=C1)CC1=C(C=CC(=C1)C)O)O)C)C 4,4'-methylenebis(6-(2-hydroxy-5-methylbenzyl)-2,3-dimethylphenol)